2-(2-(6-amino-9H-purin-9-yl)acetyl)-N-(6-bromo-3-methylpyridin-2-yl)-5-methyl-2-azabicyclo[3.1.0]hexane-3-carboxamide NC1=C2N=CN(C2=NC=N1)CC(=O)N1C2CC2(CC1C(=O)NC1=NC(=CC=C1C)Br)C